BrC1=CC(=C(C=C1)C1=CC=CC=C1)I 4-bromo-2-iodo-1,1'-biphenyl